C1C=2N(CCN1)CCC2 (R)-hexahydropyrrolo[1,2-a]pyrazine